C1(CC1)C1=CC=C(OC2=CC=C(C=C2)C2(C(NC(NC2=O)=O)=O)N2CCC3(CN(C3)CCO)CC2)C=C1 5-[4-(4-cyclopropylphenoxy)phenyl]-5-[2-(2-hydroxyethyl)-2,7-diazaspiro[3.5]nonan-7-yl]hexahydropyrimidine-2,4,6-trione